ClC=1C=C(C=CC1C1CCCCC1)C1=NC(=NO1)C1=CC=C(CN2CCC(CC2)(C(=O)O)COC)C=C1 1-{4-[5-(3-chloro-4-cyclohexylphenyl)-[1,2,4]-oxadiazol-3-yl]benzyl}-4-methoxymethylpiperidine-4-carboxylic acid